C1(CC1)C(=O)NC=1C=C2C(=CN=C(C2=CN1)NC)C(=O)N[C@H]1[C@@H](CCCC1)O 6-(cyclopropanecarboxamido)-N-((1r,2r)-2-hydroxycyclohexyl)-1-(methylamino)-2,7-naphthyridine-4-carboxamide